Tert-Butyl 3-[5-(4-chloro-2-fluoro-phenyl)-2-pyridyl]azetidine-1-carboxylate ClC1=CC(=C(C=C1)C=1C=CC(=NC1)C1CN(C1)C(=O)OC(C)(C)C)F